2-bromopropanoyl chloride BrC(C(=O)Cl)C